2-(2,5-dimethyl-1H-pyrrol-1-yl)-6-fluoro-7-iodo-[1,2,4]triazolo[1,5-a]pyridine CC=1N(C(=CC1)C)C1=NN2C(C=C(C(=C2)F)I)=N1